nicotine anisate C(C1=CC=C(C=C1)OC)(=O)O.N1=CC=CC(=C1)C1N(C)CCC1